ONC(=O)C1=CC2=C(OCC(N2CC=2N=CC3=CC=CC=C3C2)=O)C=C1 N-hydroxy-4-(isoquinolin-3-ylmethyl)-3-oxo-3,4-dihydro-2H-benzo[b][1,4]oxazine-6-carboxamide